NCCNC[Si](OC)(OC)OC (N-(2-aminoethyl)aminomethyl)trimethoxysilane